succinic acid diamide acrylate C(C=C)(=O)O.C(CCC(=O)N)(=O)N